OC1=C2[C@H]3[C@H](C(OC2=CC(=C1)C(CCCO[N+](=O)[O-])C)(C)C)CC=C(C3)C.FC3=C(C=CC(=C3F)C3=NOC(=N3)C(F)(F)F)CNC(CCC)=O N-[[2,3-difluoro-4-[5-(trifluoromethyl)-1,2,4-oxadiazol-3-yl]phenyl]methyl]butanamide 4-[(6Ar,10aR)-1-hydroxy-6,6,9-trimethyl-6a,7,10,10a-tetrahydrobenzo[c]chromen-3-yl]pentylnitrate